(3-(5-chlorobenzo[d]thiazol-2-yl)Oxetan-3-yl)Methanamine ClC=1C=CC2=C(N=C(S2)C2(COC2)CN)C1